2,3,5,6-Tetrafluoroaniline FC1=C(N)C(=C(C=C1F)F)F